N-(1-(4-chlorophenyl)-2,2,2-trifluoroethyl)-5-fluoro-N-methylpyridine-3-sulfonamide ClC1=CC=C(C=C1)C(C(F)(F)F)N(S(=O)(=O)C=1C=NC=C(C1)F)C